C12(CC3CC(CC(C1)C3)C2)C2=C(C=CC=C2)OC adamantylanisole